C(C1=CC=CC=C1)N1C(OC(C1)C1=C(N=NN1C)C1=CC=C(O[C@@H]2C[C@H](CCC2)C(=O)OC)C=C1)=C=O methyl (1S,3S)-3-(4-(5-(3-benzyl-2-carbonyloxazolidin-5-yl)-1-methyl-1H-1,2,3-triazol-4-yl)phenoxy)cyclohexane-1-carboxylate